COC1=C(C=CC(=C1)/C=C/C(=O)O[C@H]([C@H]([C@H]([C@@H](C(=O)[O-])O)O)O)C(=O)[O-])O The molecule is a dicarboxylic acid dianion resulting from the removal of a proton from both of the carboxy groups of 2-(E)-O-feruloyl-D-galactaric acid. It is a carbohydrate acid derivative anion and a dicarboxylic acid dianion. It is a conjugate base of a 2-(E)-O-feruloyl-D-galactaric acid.